OCCN(C(OC(C)(C)C)=O)C1=NC=CC=C1 tert-butyl (2-hydroxyethyl)pyridin-2-ylcarbamate